NC1=NC(=NC=2N1N=C(N2)C=2OC=CC2)N2[C@@H](CCC2)C(=O)N2CCN(CCC2)C2=C(C=C(C=C2)F)F (S)-(1-(7-amino-2-(furan-2-yl)-[1,2,4]triazolo[1,5-a][1,3,5]triazin-5-yl)pyrrolidin-2-yl)(4-(2,4-difluorophenyl)-1,4-diazepan-1-yl)methanone